COC1=C(CN(C(=O)C2=NN3C(CN(CCC3)C(=O)OC(C)(C)C)=C2COC)C)C=CC(=C1)OC tert-butyl 2-((2,4-dimethoxybenzyl)(methyl)carbamoyl)-3-(methoxymethyl)-7,8-dihydro-4H-pyrazolo[1,5-a][1,4]diazepine-5(6H)-carboxylate